ClC1C(CCCC1C=O)C=O 2-chlorocyclohexane-1,3-dicarboxaldehyde